O1CC(NC(C2=C1C=CC=C2)=O)=O benzo[f][1,4]oxazepine-3,5(2H,4H)-dione